(1r,3r)-3-aminocyclopentanol N[C@H]1C[C@@H](CC1)O